ethyl 6-chloro-1-(3-fluoro-4-hydroxyphenyl)-4-oxo-7-{5H,6H,7H-pyrrolo[3,4-b]pyridin-6-yl}-1,4-dihydroquinoline-3-carboxylate ClC=1C=C2C(C(=CN(C2=CC1N1CC2=NC=CC=C2C1)C1=CC(=C(C=C1)O)F)C(=O)OCC)=O